[tris(hydroxymethyl)methyl]-2-aminoethanesulphonate OCC(CO)(CO)OS(=O)(=O)CCN